neodymium octadecyl (octadecyl phosphonate) C(CCCCCCCCCCCCCCCCC)P(OCCCCCCCCCCCCCCCCCC)([O-])=O.[Nd+3].C(CCCCCCCCCCCCCCCCC)OP([O-])(=O)CCCCCCCCCCCCCCCCCC.C(CCCCCCCCCCCCCCCCC)OP([O-])(=O)CCCCCCCCCCCCCCCCCC